C(#N)C=1C(=NC=CN1)N[C@H](C(=O)O)CCN(CCCCC1=NC=2NCCCC2C=C1)C1CC1 (S)-2-((3-cyanopyrazin-2-yl)amino)-4-(cyclopropyl(4-(5,6,7,8-tetrahydro-1,8-naphthyridin-2-yl)butyl)amino)butanoic acid